BrC=1C=C(C=CC1Cl)CC(=O)OC methyl 2-(3-bromo-4-chlorophenyl)acetate